CC1=C(N)C=CC(=C1)N1CCCCC1 2-methyl-4-(piperidin-1-yl)aniline